4-hydroxybutene OCCC=C